3-hydroxy-N,N-diisopropyl-4-methoxypicolinamide OC=1C(=NC=CC1OC)C(=O)N(C(C)C)C(C)C